Cl.C=1N=CN2C1C=CC(=C2)CN imidazo[1,5-a]pyridin-6-ylmethanamine hydrochloride